2-chloro-4-(8-(4-(4-((1-(2-(2,6-dioxopiperidin-3-yl)-1,3-dioxoisoindolin-5-yl)piperidin-4-yl)methyl)piperazine-1-carbonyl)-2-fluorophenyl)-2,8-diazaspiro[4.5]decan-2-yl)benzonitrile ClC1=C(C#N)C=CC(=C1)N1CC2(CC1)CCN(CC2)C2=C(C=C(C=C2)C(=O)N2CCN(CC2)CC2CCN(CC2)C=2C=C1C(N(C(C1=CC2)=O)C2C(NC(CC2)=O)=O)=O)F